Triundecyl citrate C(CC(O)(C(=O)OCCCCCCCCCCC)CC(=O)OCCCCCCCCCCC)(=O)OCCCCCCCCCCC